(1-oxo-5-(((trans)-2-(3-(5-(trifluoromethyl)pyridin-2-yl)azetidin-1-yl)cyclohexyl)oxy)isoindolin-2-yl)piperidine-2,6-dione O=C1N(CC2=CC(=CC=C12)O[C@H]1[C@@H](CCCC1)N1CC(C1)C1=NC=C(C=C1)C(F)(F)F)N1C(CCCC1=O)=O